(S)-2-((tetrahydrofuran-3-yl)oxy)acetic acid ethyl ester C(C)OC(CO[C@@H]1COCC1)=O